C(=O)(O)[C@H](CCC(=O)O)NC(=O)N[C@@H](CCCCN)C(=O)[O-] N2-{[(1S)-1,3-dicarboxypropyl]carbamoyl}-L-lysinate